5-cyclopropyl-8-methylnaphthalene-1-amine C1(CC1)C1=C2C=CC=C(C2=C(C=C1)C)N